C(C1=CC=CC=C1)OC=1C=C2C(=C(N(C2=CC1)C1=CC=C(C=C1)F)C(COC)(C)C)C1=CC=C(C(=O)OCC2=CC=CC=C2)C=C1 Benzyl 4-[5-benzyloxy-1-(4-fluorophenyl)-2-(2-methoxy-1,1-dimethyl-ethyl)indol-3-yl]benzoate